1-ethyl-6-fluoro-4,4,9-trimethyl-8-(1-methylsulfonyl-1H-indol-4-yl)-5H-[1,2,4]triazolo[4,3-a]quinoxaline C(C)C1=NN=C2N1C1=C(C(=CC(=C1NC2(C)C)F)C2=C1C=CN(C1=CC=C2)S(=O)(=O)C)C